C(C)(C)(C)C1=NN(C(=C1)N)C=1C=C2C=CC=NC2=CC1 3-(tert-butyl)-1-(quinolin-6-yl)-1H-pyrazol-5-amine